(1S,3R,4S)-2-((3-chloro-2-methylphenyl)glycyl)-N-((R)-1-cyano-2-((S)-2-oxopiperidin-3-yl)ethyl)-5,5-difluoro-2-azabicyclo[2.2.2]octane-3-carboxamide ClC=1C(=C(C=CC1)NCC(=O)N1[C@@H]2CC([C@H]([C@@H]1C(=O)N[C@H](C[C@H]1C(NCCC1)=O)C#N)CC2)(F)F)C